4-[[(2S,3R,4S,5R)-3-(5-Chloro-3,4-difluoro-2-methoxyphenyl)-4,5-dimethyl-5-(trifluoromethyl)tetrahydrofuran-2-carbonyl]amino]pyridin-2-carboxamid ClC=1C(=C(C(=C(C1)[C@@H]1[C@H](O[C@]([C@H]1C)(C(F)(F)F)C)C(=O)NC1=CC(=NC=C1)C(=O)N)OC)F)F